(R)-5-(((2-((4-(methyl-d3)-3-oxo-3,4-dihydropyrido[2,3-b]pyrazin-6-yl)oxy)ethyl)amino)methyl)-3-(3-oxo-3,4-dihydro-2H-pyrazino[2,3-b][1,4]thiazin-6-yl)oxazolidin-2-one C(N1C2=C(N=CC1=O)C=CC(=N2)OCCNC[C@@H]2CN(C(O2)=O)C2=NC1=C(SCC(N1)=O)N=C2)([2H])([2H])[2H]